ethyl 5-(benzyloxy)-6-methoxy-2-(quinazolin-4-yl)-1,2,3,4-tetrahydroisoquinoline-3-carboxylate C(C1=CC=CC=C1)OC1=C2CC(N(CC2=CC=C1OC)C1=NC=NC2=CC=CC=C12)C(=O)OCC